CC(CNC(OCCOC=C(C(=O)[O-])C)=O)(CC(CCNC(OCCOC=C(C(=O)[O-])C)=O)C)C 7,7,9-Trimethyl-4,13-dioxo-3,14-dioxa-5,12-diazahexadecan-1,16-dioxydimethacrylat